ClC=1C=CC2=C(OCC(=N2)C2=CC=C(C=C2)C2=CC(=C(C=C2)O)O)C1 4'-(7-chloro-2H-benzo[b][1,4]oxazin-3-yl)-[1,1'-biphenyl]-3,4-diol